(3R,5R,8R,9R,10S,13S,14S,17S)-3-(ethoxymethyl)-N-(2-fluoropyridin-3-yl)-3-hydroxy-13-methylhexadecahydro-1H-cyclopenta[a]phenanthrene-17-carboxamide C(C)OC[C@]1(CC[C@@H]2[C@H]3CC[C@@]4([C@H](CC[C@H]4[C@@H]3CC[C@@H]2C1)C(=O)NC=1C(=NC=CC1)F)C)O